(5'S)-5'-methyl-3H-spiro[isobenzofuran-1,3'-pyrrolidine]-1'-carboxylic acid tert-butyl ester C(C)(C)(C)OC(=O)N1CC2(C[C@@H]1C)OCC1=CC=CC=C12